FC1(CCC1)CNC=1N=CC2=C(N1)NC=C2C2=CC=1N(C=C2)N=CC1C(=O)N[C@@H](C(F)(F)F)C (R)-5-(2-(((1-fluorocyclobutyl)methyl)amino)-7H-pyrrolo[2,3-d]pyrimidin-5-yl)-N-(1,1,1-trifluoropropan-2-yl)pyrazolo[1,5-a]pyridine-3-carboxamide